ClC1=C(C=C(C=C1)C=1N(C2=CC=CC=C2C1)C1OC(C2=CC=CC=C12)=O)F 3-(2-(4-chloro-3-fluorophenyl)-1H-indol-1-yl)isobenzofuran-1(3H)-one